NC1=CC(=C2C(CCCCC(C[C@@](C3=NN=C(C1=N2)O3)(C(F)(F)F)O)(F)F)=O)C(F)(F)F (6R)-17-Amino-8,8-difluoro-6-hydroxy-6,15-bis(trifluoromethyl)-19-oxa-3,4,18-triazatricyclo[12.3.1.12,5]nonadeca-1(18),2,4,14,16-pentaen-13-one